FC1=CC=C(C=C1)[C@@H]1[C@@H](C1)N1N=CC(=C1)CN (1-((cis)-2-(4-fluorophenyl)cyclopropyl)-1H-pyrazol-4-yl)methylamine